tert-butyl-6-(3-((4-fluorophenyl)carbamoyl)oxetan-3-yl)-3,4-dihydro-1,5-naphthyridine-1(2H)-carboxylate C(C)(C)(C)OC(=O)N1CCCC2=NC(=CC=C12)C1(COC1)C(NC1=CC=C(C=C1)F)=O